4-methyl-4'-methoxybiphenyl CC1=CC=C(C=C1)C1=CC=C(C=C1)OC